methyl 2-bromo-4-{2-oxospiro[3.5]nonan-7-yl}benzoate BrC1=C(C(=O)OC)C=CC(=C1)C1CCC2(CC(C2)=O)CC1